C(C)(=O)NC=1N=C2N(N=C(C=C2)C=2C=C(C(=NC2)C)C(=O)NCC2=NC=CC(=C2)C(F)(F)F)C1 5-{2-acetamidoimidazo[1,2-b]pyridazin-6-yl}-2-methyl-N-{[4-(trifluoromethyl)pyridin-2-yl]methyl}pyridine-3-carboxamide